FC1=CC2=C(C(=NO2)C2CCNCC2)C=C1 6-fluoro-3-(piperidin-4-yl)benzo[d]isoxazole